C(#N)C1=CC(=C(C=N1)C(=O)NC=1SC=2C(=NC=C(N2)C2=CC=C(C=C2)C#N)N1)C1=C(C=CC(=C1)C#N)OC 6-cyano-4-(5-cyano-2-methoxyphenyl)-N-(6-(4-cyanophenyl)thiazolo[4,5-b]pyrazine-2-yl)pyridine-3-carboxamide